N1=CN=C2N=CCC2=C1N 7-DEAZAADENIN